(S)-N-(6-(2-acetamido-4-methylthiazol-5-yl)-2-(1-cyclopropylethyl)-3-oxo-2,3-dihydro-1H-pyrrolo[3,4-c]pyridin-4-yl)cyclopropanecarboxamide C(C)(=O)NC=1SC(=C(N1)C)C1=CC2=C(C(=N1)NC(=O)C1CC1)C(N(C2)[C@@H](C)C2CC2)=O